C(OC1=CC2=C(N=C(S2)NC(C2=CC=C(C=C2)S(NCCC#N)(=O)=O)=O)C(=C1)C(C)(C)C)([O-])=O Tert-butyl-2-[4-(N-2-cyanoethylsulfamoyl) benzamido]Benzothiazol-6-yl carbonate